2-chloro-5-[({2-[(9R)-9-(pyridin-2-yl)-6-oxaspiro[4.5]decan-9-yl]ethyl}amino)methyl]pyridine-3-carbonitrile ClC1=NC=C(C=C1C#N)CNCC[C@]1(CCOC2(CCCC2)C1)C1=NC=CC=C1